4-trifluoromethyl-benzoyl-acetonitrile FC(C1=CC=C(C(=O)CC#N)C=C1)(F)F